BrC1=CC=C(C=C1)C[C@@H](C(=O)O)NC(=O)OC(C)(C)C (S)-3-(4-bromophenyl)-2-((tert-butoxycarbonyl)amino)propionic acid